FCCCOC[C@H](C)NC(=O)C1=NC(=C(C=C1)N1CC(C1)OC)OCC1COC1 N-[(2S)-1-(3-fluoropropoxy)prop-2-yl]-5-(3-methoxyazetidin-1-yl)-6-[(oxetan-3-yl)methoxy]pyridine-2-carboxamide